5-[2-([3-[(2-aminoethoxy)methyl]phenyl]methoxy)ethoxy]-2-(2,6-dioxopiperidin-3-yl)isoindole-1,3-dione NCCOCC=1C=C(C=CC1)COCCOC=1C=C2C(N(C(C2=CC1)=O)C1C(NC(CC1)=O)=O)=O